O[C@H]1[C@H]([C@@H](O[C@@H]1CO)C=1C(NC(N(C1)C)=O)=O)OC 5-((2S,3R,4R,5R)-4-hydroxy-5-(hydroxymethyl)-3-methoxytetrahydrofuran-2-yl)-1-methylpyrimidine-2,4(1H,3H)-dione